1-(3-Bromo-4-methoxy-phenyl)sulfonyl-4-phenyl-piperidine BrC=1C=C(C=CC1OC)S(=O)(=O)N1CCC(CC1)C1=CC=CC=C1